(S)-3-(3-fluoro-4-(6-(2-cyclopropyl-2H-tetrazol-5-yl)pyridin-3-yl)phenyl)-5-(1-hydroxy-2,2,2-trifluoroethyl)oxazolidin-2-one FC=1C=C(C=CC1C=1C=NC(=CC1)C=1N=NN(N1)C1CC1)N1C(O[C@@H](C1)C(C(F)(F)F)O)=O